C(C)(C)N1N=NC2=C1C=CC(=C2)C(=O)OC methyl 1-isopropylbenzotriazole-5-carboxylate